4-bromo-2-((2-fluoro-4-(methylthio)phenyl)amino)-1-methyl-6-oxo-1,6-dihydropyridine-3-carboxylic acid methyl ester COC(=O)C1=C(N(C(C=C1Br)=O)C)NC1=C(C=C(C=C1)SC)F